C1CC1 racemic-cyclopropane